ClC1=NC2=CC(=CC=C2C=N1)[N+](=O)[O-] 2-chloro-7-nitroquinazoline